5',6'-dihydrospiro[azetidine-3,4'-cyclopenta[b]thiophene]-3'-carbonitrile S1C2=C(C(=C1)C#N)C1(CC2)CNC1